FC=1C=C(OC2=CC(=CC=C2)[N+](=O)[O-])C=CC1Br (3-fluoro-4-bromophenoxy)-3-nitrobenzene